FC(C(C(C(F)(F)F)O)=O)(F)F 1,1,1,4,4,4-Hexafluoro-3-hydroxy-2-butanone